C(C)C=1N=C(C2=C(N1)SC(=C2)C)NCCOC2=CC=CC=C2 2-ethyl-6-methyl-N-(2-phenoxyethyl)thieno[2,3-d]pyrimidin-4-amine